FC1=C(C(=O)N[C@H](C)C=2C=NC(=NC2)C(F)(F)F)C=C(C=C1C=1SC(=CN1)C)OC[C@H]1N(CCOC1)C 2-fluoro-5-(((S)-4-methylmorpholin-3-yl)methoxy)-3-(5-methylthiazol-2-yl)-N-((R)-1-(2-(trifluoromethyl)pyrimidin-5-yl)ethyl)benzamide